C(C)C(C(=O)O)(CC(C)C)NC(CCC1=CC=C(C=C1)OC)=O.C(C)OC(C(CC(C)C)NC(CCC1=CC=C(C=C1)OC)=O)=O 2-[3-(4-methoxyphenyl)propionylamino]-4-methylpentanoic acid Ethyl ester (Ethyl 2-[3-(4-methoxyphenyl) propanoylamino]-4-methyl-pentanate)